FC(C(CC(C(F)(F)F)=O)=O)(F)F.[Al] aluminum hexafluoro-2,4-pentanedione